OC1=C(C=C(C=C1)O)C(/C=C/C1=CC=C(C=C1)NC(CCOCCOCCOCCNC1=C2C(N(C(C2=CC=C1)=O)C1C(NC(CC1)=O)=O)=O)=O)=O N-{4-[(1E)-3-(2,5-dihydroxyphenyl)-3-oxoprop-1-enyl]phenyl}-3-[(8-{[2-(2,6-dioxo-hexahydropyridin-3-yl)-1,3-dioxo-2,3-dihydro-1H-isoindol-4-yl]amino}-3,6-dioxaoct-1-yl)oxy]propanamide